2-(4-Cyclopropylmethanesulfonyl-phenyl)-N-(5,6-dimethoxy-benzothiazol-2-yl)-acetamide C1(CC1)CS(=O)(=O)C1=CC=C(C=C1)CC(=O)NC=1SC2=C(N1)C=C(C(=C2)OC)OC